C(#N)C1=CC(=C(COC=2C(=NC=CC2)C2CNC(CN2C(=O)[O-])=O)C=C1)F 6-(((4-cyano-2-fluorobenzyl)oxy)pyridin-2-yl)-3-oxopiperazin-1-formate